5-(5-chloro-3-fluoro-2-pyridyl)-4-methyl-pyridine-3-carbaldehyde ClC=1C=C(C(=NC1)C=1C(=C(C=NC1)C=O)C)F